B(O)(O)C=1C=C(C[C@H](N)C(=O)O)C=CC1 3-boronophenylalanine